C1CC(CCC1)NS([O-])(=O)=O.[Na+] sodium 3-cyclohexylsulfamate